9,10-dinaphthyl-phenanthrene C1(=CC=CC2=CC=CC=C12)C=1C2=CC=CC=C2C=2C=CC=CC2C1C1=CC=CC2=CC=CC=C12